4-(3-fluoro-2-methoxyphenyl)-1,2,3,6-tetrahydropyridine FC=1C(=C(C=CC1)C=1CCNCC1)OC